benzyl-indoline-2,3-dione C(C1=CC=CC=C1)N1C(C(C2=CC=CC=C12)=O)=O